C1(CC1)N1C=C(C(C2=CC(=C(C=C12)N1CCN(CC1)CC1=CC=CC=C1)F)=O)C(=O)O 1-cyclopropyl-6-fluoro-7-(4-benzylpiperazin-1-yl)-4-oxo-1,4-dihydroquinoline-3-carboxylic acid